[Ca].S1(=O)(=O)NC(=O)C2=CC=CC=C12.S1(=O)(=O)NC(=O)C2=CC=CC=C12 saccharin-hemicalcium salt